C1(=CCC(CC1)O)O cyclohexene-1,4-diol